C12(CC3CC(CC(C1)C3)C2)SC=2N=CC3=C(N2)CCN(C3=O)CCC(=O)OC(C)(C)C tert-butyl 3-(2-(1-adamantylthio)-5-oxo-7,8-dihydropyrido[4,3-d]pyrimidin-6(5H)-yl)propanoate